2-bromo-6-((2-chlorophenyl)methyl)-N-methylaniline BrC1=C(NC)C(=CC=C1)CC1=C(C=CC=C1)Cl